3-(3-pyridyl)phenol N1=CC(=CC=C1)C=1C=C(C=CC1)O